[5-Cyano-4-(4-isopropyl-phenyl)-[2,2']bipyridinyl-6-yloxy]-acetic acid methyl ester COC(COC1=C(C(=CC(=N1)C1=NC=CC=C1)C1=CC=C(C=C1)C(C)C)C#N)=O